C(CCC)OCCOC([C@@H](NP(=O)(OC1=CC=CC=C1)OC1=C(C(=C(C(=C1F)F)F)F)F)C)=O ((Perfluorophenoxy)(phenoxy)phosphoryl)-L-alanine 2-butoxyethyl ester